NCCC(CCCC(C(=O)OCC)(C(F)(F)F)O)(C)C ethyl 8-amino-2-hydroxy-6,6-dimethyl-2-(trifluoromethyl)octanoate